Tert-butyl 4-[5-nitro-6-(4-pyridylamino)-2-pyridyl]piperazine-1-carboxylate [N+](=O)([O-])C=1C=CC(=NC1NC1=CC=NC=C1)N1CCN(CC1)C(=O)OC(C)(C)C